C1(CC1)[C@@]1(NC(NC1=O)=O)CNC(C1=C(C=CC=C1)C=1C=NC(=CC1)C(F)(F)F)=O N-{[(4R)-4-cyclopropyl-2,5-dioxoimidazolidin-4-yl]methyl}-2-[6-(trifluoromethyl)pyridin-3-yl]benzamide